4-(4-Methoxyphenyl)-2-(pyridin-2-yl)quinoline COC1=CC=C(C=C1)C1=CC(=NC2=CC=CC=C12)C1=NC=CC=C1